7-methylbenzo[b][1,4]dioxin-6-amine CC=1C(=CC2=C(OC=CO2)C1)N